O=C1C(=C(N=C(N1)NC1=CC=C(C=C1)C1=NN=NN1)C=1SC=CC1)C#N 6-Oxo-2-[4-(1H-tetrazol-5-yl)-phenylamino]-4-thiophen-2-yl-1,6-dihydro-pyrimidine-5-carbonitrile